C(C)N1C(C2=CC=CC=C2CC1)=O 2-ethyl-3,4-dihydro-1(2H)-isoquinolone